3-amino-3-{[1-(4-hydroxyphenyl)propan-2-yl]carbamoyl}propanoic acid NC(CC(=O)O)C(NC(CC1=CC=C(C=C1)O)C)=O